N[C@H]1CN(CCC1)C(=O)OCC1C2=CC=CC=C2C=2C=CC=CC12 9H-fluoren-9-ylmethyl (3R)-3-aminopiperidine-1-carboxylate